C(CCCC(=O)OC)(=O)OC Dimethyl pentanedioate